COC1=CC(=C(C=C1NC1=NC=C(C(=N1)C1=CN(C2=CC=CC=C12)C)C=1C=NN(C1)C)NC(C=C)=O)N(CC1N(CCC1)C)C N-(4-Methoxy-2-(methyl((1-methylpyrrolidin-2-yl)methyl)amino)-5-((4-(1-methyl-1H-indol-3-yl)-5-(1-methyl-1H-pyrazol-4-yl)pyrimidin-2-yl)amino)phenyl)acrylamide